[7-Hydroxy-8-[(2-methoxyphenyl)azo]-2-naphthyl]trimethylammonium chlorid [Cl-].OC1=CC=C2C=CC(=CC2=C1N=NC1=C(C=CC=C1)OC)[N+](C)(C)C